C(C)(C)N1CCC(CC1)NC1=C2N=CN(C2=NC(=N1)C1=CC=CC=C1)CCCN1CCCC1 N-(1-isopropylpiperidin-4-yl)-2-phenyl-9-(3-(pyrrolidin-1-yl)propyl)-9H-purin-6-amine